NC1=C(C(=O)O)C=CC(=C1)C(=O)O (2-amino)terephthalic acid